(R)-1-methylpyrrolidin-3-yl 2-(6-(5-(6-methylpyridin-2-yl)-1H-imidazol-4-yl)quinolin-3-yl)thiazole-5-carboxylate CC1=CC=CC(=N1)C1=C(N=CN1)C=1C=C2C=C(C=NC2=CC1)C=1SC(=CN1)C(=O)O[C@H]1CN(CC1)C